CC(CC)(S(=O)(=O)[O-])C.[Na+] sodium dimethylpropanesulfonate